C1(=CC=CC=C1)N(C(O)=O)CC=1C=NC(=CC1)OC1CCOCC1.C(CCCCCCCCC\C=C/CCCC)=O (Z)-11-hexadecen-1-al phenyl-((6-((tetrahydro-2H-pyran-4-yl)oxy)pyridin-3-yl)methyl)carbamate